C(C)OC(C=CC1N(CCN(C1)C(=O)OCC1=CC=CC=C1)C(=O)OC(C)(C)C)=O O4-benzyl O1-tert-butyl 2-(3-ethoxy-3-oxo-prop-1-enyl)piperazine-1,4-dicarboxylate